COC1=NC(=CC=C1[C@H]1[C@H](O[C@@]([C@H]1C)(C(F)(F)F)C)C(=O)NC1=CC(=NC=C1)C(=O)N)C(F)(F)F (2S,3S,4S,5S)-4-[[3-[2-methoxy-6-(trifluoromethyl)-3-pyridinyl]-4,5-dimethyl-5-(trifluoromethyl)tetrahydrofuran-2-carbonyl]amino]pyridine-2-carboxamide